CC1(OB(OC1(C)C)C1=CC(=CC=2C=C(OC21)COC2=C(C=CC=C2)CC(=O)OCC)COC2=C(C=CC=C2)CC(=O)OCC)C diethyl 2,2'-((((7-(4,4,5,5-tetramethyl-1,3,2-dioxaborolan-2-yl)benzofuran-2,5-diyl)bis(methylene))bis(oxy))bis(2,1-phenylene))diacetate